Methyl 4-(3-fluoro-4-(5-fluoroisoindoline-2-carboxamido)phenyl)bicyclo[2.2.2]octane-1-carboxylate FC=1C=C(C=CC1NC(=O)N1CC2=CC=C(C=C2C1)F)C12CCC(CC1)(CC2)C(=O)OC